O[C@@H]1C=C(C[C@H]([C@@H]1O)O)C(=O)NCCCCCCNC(OCC1=CC=CC=C1)=O benzyl (6-((3R,4S,5R)-3,4,5-trihydroxycyclohex-1-ene-1-carboxamido)hexyl)carbamate